O=C(CNC(=O)C1CCN(CC1)C(CC1CCNCC1)=O)NC=1C=C2CC3(C(NC4=NC=CC=C43)=O)CC2=CC1 N-(2-oxo-2-((2'-oxo-1,1',2',3-tetrahydrospiro[indene-2,3'-pyrrolo[2,3-b]pyridin]-5-yl)amino)ethyl)-1-(2-(piperidin-4-yl)acetyl)piperidine-4-carboxamide